C1(=CC=CC=C1)C(C1=CC=CC=C1)OC([C@H]1C(S[C@H]2N1C(C2)=O)(CCN=[N+]=[N-])C)=O azidomethyl-penicillanic acid diphenylmethyl ester